FC1=CC=CC2=C1N=C(S2)N 4-fluoro-benzo[d]thiazol-2-amine